2-(3-Fluoro-4-methoxyphenyl)-9-methyl-7-(1,2,3,6-tetrahydropyridin-4-yl)-4H-pyrido[1,2-a]pyrimidin-4-one FC=1C=C(C=CC1OC)C=1N=C2N(C(C1)=O)C=C(C=C2C)C=2CCNCC2